OCC1=C(C=CC=C1)C1(C2=CC=CC=C2C=2C=CC=CC12)O 9-(2-(hydroxymethyl)phenyl)-9-fluorenol